4,6-dichloro-N-(2-(difluoromethyl)-8-methyl-4-oxo-3-(2-(trifluoromethoxy)benzyl)-3,4-dihydroquinazolin-5-yl)-5-hydroxypicolinamide ClC1=CC(=NC(=C1O)Cl)C(=O)NC1=C2C(N(C(=NC2=C(C=C1)C)C(F)F)CC1=C(C=CC=C1)OC(F)(F)F)=O